OC(CCCC=CC=CC(=O)O)C(CCCCCCCC)O 9,10-dihydroxy-octadecadienoic acid